(R)-5-chloro-2-(4-cyano-2-methoxyphenoxy)-N-(2-(S-methylamino-sulfinyl)pyridin-4-yl)-4-(trifluoromethyl)benzamide ClC=1C(=CC(=C(C(=O)NC2=CC(=NC=C2)[S@@](=O)NC)C1)OC1=C(C=C(C=C1)C#N)OC)C(F)(F)F